N-(5-(((2S,4R)-4-((6-(dimethylamino)pyrimidin-4-yl)oxy)-2-methylpyrrolin-1-yl)methyl)thiazol-2-yl)acetamide CN(C1=CC(=NC=N1)O[C@@H]1C=C(N(C1)CC1=CN=C(S1)NC(C)=O)C)C